FC1=C(C(=O)O)C=C(C(=C1F)N)F 2,3,5-trifluoro-para-aminobenzoic acid